bis(butylcyclopentadienyl)tungsten(IV) diiodide CCCCC1=[C-]CC=C1.CCCCC1=[C-]CC=C1.I[W]I